OC1=C(C=O)C=C(C=C1)CN1CCN(CC1)C1=C(C=C(C=C1)C1=NC(=NO1)C1=CC=C(C=C1)[N+](=O)[O-])[N+](=O)[O-] 2-hydroxy-5-((4-(2-nitro-4-(3-(4-nitrophenyl)-1,2,4-oxadiazol-5-yl)phenyl)piperazin-1-yl)methyl)benzaldehyde